ClC1=NC(=NC(=N1)C1=CC=2C(C3=CC=CC=C3C2C=C1)(C)C)N1C2=CC=CC=C2C=2C=CC=CC12 9-(4-chloro-6-(9,9-dimethyl-9H-fluoren-2-yl)-1,3,5-triazin-2-yl)-9H-carbazole